CN1C[C@@H](CCC1)NC1=NN=C(C2=CC=CC=C12)C=1C=NC(=CC1)C(F)(F)F 3-(4-{[(3R)-1-methylpiperidin-3-yl]amino}phthalazin-1-yl)-6-(trifluoromethyl)pyridin